6-fluoro-2,3-dihydrobenzo[b][1,4]dioxine FC1=CC2=C(OCCO2)C=C1